BrC1=CC=2N(C=C1)C=C(N2)C2=CC=NC=C2 7-bromo-2-(pyridin-4-yl)imidazo[1,2-a]pyridine